N-(1'-(2-(3,5-dimethyl-1H-pyrazol-1-yl)-6-methylpyrimidin-4-yl)-1',2'-dihydrospiro[cyclopropane-1,3'-pyrrolo[3,2-c]pyridin]-6'-yl)acetamide CC1=NN(C(=C1)C)C1=NC(=CC(=N1)N1CC2(C=3C=NC(=CC31)NC(C)=O)CC2)C